O=C(C(C#N)C1=CC=CC=C1)C1=NN(C=C1)COCC[Si](C)(C)C 3-oxo-2-phenyl-3-(1-((2-(trimethylsilyl)ethoxy)methyl)-1H-pyrazol-3-yl)propionitrile